C1=C(C=CC=2SC3=C(C21)C=C(C=C3)C3=CC=C(C=C3)CO)C3=CC=C(C=C3)CO [dibenzo[b,d]thiophene-2,8-diyldi(4,1-phenylene)]dimethanol